S(N)(=O)(=O)C1=C(C(=O)OC)C=CC=N1 Methyl 2-sulfamoylnicotinate